COC(=O)C12CCC(CC1)(CC2)C=2N(N=C(N2)C=2C=NC=C(C2)[C@](C2=CC=C(C=C2)C(C)C)(O)C2(CN(C2)C)C)C2CC2 4-(2-cyclopropyl-5-{5-[(R)-(1,3-dimethyl-azetidin-3-yl)-hydroxy-(4-isopropyl-phenyl)-methyl]-pyridin-3-yl}-2H-[1,2,4]triazol-3-yl)-bicyclo[2.2.2]octane-1-carboxylic acid methyl ester